NC1=NC=C(C2=C1C(=NN2C(C)C)C2=CC(=C(C=C2F)NS(=O)(=O)C2=C(C=CC=C2)F)F)C2CCC(CC2)NCCOC N-(4-(4-amino-1-isopropyl-7-((1r,4r)-4-((2-methoxyethyl)amino)cyclohexyl)-1H-pyrazolo[4,3-c]pyridin-3-yl)-2,5-difluorophenyl)-2-fluorobenzenesulfonamide